4-{2-[(3aR,9bR)-7-{[2-fluoro-6-(trifluoromethyl)phenyl]methoxy}-9b-(4-fluorobenzenesulfonyl)-1H,2H,3H,3aH,4H,5H,9bH-benzo[e]indol-3-yl]-2-oxoethyl}-1λ6-thiomorpholine-1,1-dione FC1=C(C(=CC=C1)C(F)(F)F)COC1=CC2=C([C@@]3(CCN([C@@H]3CC2)C(CN2CCS(CC2)(=O)=O)=O)S(=O)(=O)C2=CC=C(C=C2)F)C=C1